C1(CCCCC1)N(C(CCN1C(=NC2=C1C=CC=C2N2CCOCC2)[C@@H]2CC[C@H](CC2)CC)=O)CC N-cyclohexyl-N-ethyl-3-[2-(trans-4-ethylcyclohexyl)-4-morpholin-4-yl-1H-benzimidazol-1-yl]propanamide